3-(5-((1-methylpiperidin-4-yl)methyl)-1-((2-(trimethylsilyl)ethoxy)methyl)-1,4,5,6-tetrahydropyrrolo[3,4-d]imidazol-2-yl)-1-(tetrahydro-2H-pyran-2-yl)-1H-indazol-5-ol CN1CCC(CC1)CN1CC=2N(C(=NC2C1)C1=NN(C2=CC=C(C=C12)O)C1OCCCC1)COCC[Si](C)(C)C